ClC1=C(C=CC(=C1)C(F)(F)F)S(=O)(=O)N1C[C@@H]([C@@](C1)(CO)O)CC1=CC=C(C#N)C=C1 4-(((3S,4R)-1-((2-chloro-4-(trifluoromethyl)phenyl)sulfonyl)-4-hydroxy-4-(hydroxymethyl)pyrrolidin-3-yl)methyl)benzonitrile